NC1=CC=C(C=C1)[N+](=NC1=CC=CC=C1)[O-] 2-(4-aminophenyl)-1-phenyl-diazene-2-oxide